C(C)(C)C1=NOC(=N1)N1CCC(CC1)C(C)OC=1SC2=NC(=CC=C2N1)C1=CC(NC=C1)=O 4-(2-(1-(1-(3-isopropyl-1,2,4-oxadiazol-5-yl)piperidin-4-yl)ethoxy)thiazolo[5,4-b]pyridin-5-yl)pyridin-2(1H)-one